C(C=C)OC(C(CCC(=O)O)CP(=O)(O)O)=O 5-(Allyloxy)-5-oxo-4-(phosphonomethyl)pentanoic acid